Cl.C(CC#C)OCCOCCN 2-(2-but-3-ynyloxyethoxy)ethylamine hydrochloride